C(C1=CC=CC=C1)C=1C(OC2=CC(=CC=C2C1C)OCC(CNCCC1=CC=NC=C1)O)=O 3-benzyl-7-(2-hydroxy-3-((2-(pyridin-4-yl)ethyl)amino)propoxy)-4-methyl-2H-chromen-2-one